cis-N-(4-chloro-3-cyclobutyl-phenyl)-3-methyl-1-(5-methyl-1,3,4-oxadiazol-2-yl)-6-azabicyclo[3.1.1]heptane-6-carboxamide ClC1=C(C=C(C=C1)NC(=O)N1C2CC(CC1(C2)C=2OC(=NN2)C)C)C2CCC2